C(C)OC(=O)C1CCN(CC1)C1CC2COCC(C1)N2C(=O)OCC ethyl 7-[4-(ethoxycarbonyl) piperidin-1-yl]-3-oxa-9-azabicyclo[3.3.1]nonane-9-carboxylate